1-bromo-5-(cyclopropylmethyl)-3-fluoro-2-methoxybenzene BrC1=C(C(=CC(=C1)CC1CC1)F)OC